pent-4-yn-1-yl triflate O(S(=O)(=O)C(F)(F)F)CCCC#C